(S)-2-(8-(1-(2-(piperazin-1-yl)ethyl)piperidin-4-yl)-6,6a,7,8,9,10-hexahydro-5H-pyrazino[1',2':4,5]pyrazino[2,3-c]pyridazin-2-yl)phenol N1(CCNCC1)CCN1CCC(CC1)N1C[C@H]2N(C=3C(=NN=C(C3)C3=C(C=CC=C3)O)NC2)CC1